NCCNCCC[Si](OC(C)C)(OC(C)C)OC(C)C N-(β-aminoethyl)aminopropyltriisopropoxysilane